CN(N)C1=NC=CC=N1 1-methyl-1-pyrimidin-2-yl-hydrazine